ethyl 5-bromo-2-[(5-cyano-2-fluorophenyl)methyl]-4-(trifluoromethyl)pyrazole-3-carboxylate BrC=1C(=C(N(N1)CC1=C(C=CC(=C1)C#N)F)C(=O)OCC)C(F)(F)F